N1CCC(CC1)CN1CCC(CC1)C1=CC=C2C(=NN(C2=C1)CC(F)(F)F)C1C(NC(CC1)=O)=O 3-[6-[1-(4-piperidylmethyl)-4-piperidyl]-1-(2,2,2-trifluoroethyl)indazol-3-yl]piperidine-2,6-dione